2-[[6-[(5-chloro-2-piperazin-1-yl-pyrimidin-4-yl)amino]-1-methyl-2-oxo-3-quinolyl]oxy]-N-methyl-acetamide ClC=1C(=NC(=NC1)N1CCNCC1)NC=1C=C2C=C(C(N(C2=CC1)C)=O)OCC(=O)NC